CC(C)(OC(=O)N[C@@H]1C[C@@H]([C@@H]2[C@H]1C(=NO2)C(CC)CC)C(=O)O)C (3aR,4R,6S,6As)-4-[[(1,1-dimethylethoxy)carbonyl]amino]-3-(1'-ethylpropyl)-3a,5,6,6a-tetrahydro-4H-cyclopenta[d]isoxazole-6-carboxylic acid